1-(4-(1-hydroxyethyl)indolin-1-yl)-2-((2-methyl-5-(3-methyl-1,2,4-thiadiazol-5-yl)phenyl)amino)ethan-1-one OC(C)C1=C2CCN(C2=CC=C1)C(CNC1=C(C=CC(=C1)C1=NC(=NS1)C)C)=O